bis(cyclopentadienyl)-di-phenyl-titanium C1(C=CC=C1)[Ti](C1=CC=CC=C1)(C1=CC=CC=C1)C1C=CC=C1